CC=1C=C(C=NNC2=C3N=CN(C3=NC(=N2)N2CCOCC2)C2=CC=C(C=C2)C(F)(F)F)C=CC1 4-(6-(2-(3-methylbenzylidene)hydrazinyl)-9-(4-(trifluoromethyl)phenyl)-9H-purin-2-yl)morpholine